(R)-2-methyl-5-(6-(3-methylpyrrolidine-1-carbonyl)naphthalen-1-yl)isoindolin-1-one CN1C(C2=CC=C(C=C2C1)C1=CC=CC2=CC(=CC=C12)C(=O)N1C[C@@H](CC1)C)=O